[C@@H]([C@@H]([C@@H](C(=O)[O-])O)O)([C@H](C(=O)[O-])O)O The molecule is an allaric acid anion that is the dianion resulting from the deprotonation of both the carboxy groups of allaric acid. It is a conjugate base of an allarate(1-).